FC1=NC(=CC=C1O)C=1C=NN(C1C)CCOC 2-fluoro-6-[1-(2-methoxyethyl)-5-methyl-pyrazol-4-yl]pyridin-3-ol